C(C(C)(C)C)(=O)N[C@H](CC1=CC=CC=C1)C(=O)NCC(=O)N[C@@H](CC1=CNC2=CC=CC=C12)C(=O)O pivaloyl-D-phenylalanyl-glycyl-L-tryptophan